2-methyl-5-oxocyclopent-1-en-1-yl acetate C(C)(=O)OC1=C(CCC1=O)C